3-amino-5-methylsulfanyl-1H-1,2,4-triazole NC1=NNC(=N1)SC